CC(CCNC1=CC(=CC(=C1)NNC(C(CC)(C)C)=O)NCCC(C)(C)C)(C)C 1,3-bis(3,3-dimethylbutylamino)-5-(2,2-dimethyl-butyrylamino)aminobenzene